1-(1-(4-Methoxybenzyl)-2-carbonyl-1,2-dihydrobenzo[cd]indol-6-yl)-5-trifluoromethyl-1H-pyrazole-4-carboxylic acid ethyl ester C(C)OC(=O)C=1C=NN(C1C(F)(F)F)C=1C=2C3=C(C(N(C3=CC1)CC1=CC=C(C=C1)OC)=C=O)C=CC2